[I-](I)I.[K+] potassium triiodide salt